6'-(((1S,3S)-3-((6-Cyclopropyl-1,2,4-triazin-3-yl)amino)cyclopentyl)amino)-3-methoxy-2H-[1,3'-bipyridin]-2-one C1(CC1)C1=CN=C(N=N1)N[C@@H]1C[C@H](CC1)NC1=CC=C(C=N1)N1C(C(=CC=C1)OC)=O